C(C)(C)(C)N(C(O)=O)[C@H](C(=O)NC1=CC=CC2=C(C=CC=C12)S(N(C)C)(=O)=O)CC1=CC=CC=C1.FC=1C=C(C(=O)NC=2C=C3C(=CN(C3=CC2)CC)C#N)C=CN1 2-fluoro-N-(3-cyano-1-ethyl-1H-indol-5-yl)isonicotinamide (S)-tert-butyl-1-(5-(N,N-dimethylsulfamoyl)naphthalen-1-ylamino)-1-oxo-3-phenylpropan-2-ylcarbamate